1,3-dichloro-9,10-bis(glycidoxy)anthracene ClC1=CC(=CC2=C(C3=CC=CC=C3C(=C12)OCC1CO1)OCC1CO1)Cl